(2R,4R)-4-(2-aminoethylamino)-2-(4-boronobutyl)pyrrolidine-2-carboxylic acid NCCN[C@@H]1C[C@@](NC1)(C(=O)O)CCCCB(O)O